N,N-dicyclopropyl-4-[(1,5-dimethyl-1H-pyrazol-3-yl)amino]-6-ethyl-1,6-dihydro-1-methyl-imidazo[4,5-d]pyrrolo[2,3-b]pyridine-7-carboxamide C1(CC1)N(C(=O)C1=CC=2C(=NC(=C3C2N(C=N3)C)NC3=NN(C(=C3)C)C)N1CC)C1CC1